Cl.NCCN=C1C(=CC2=NC3=CC=CC=C3N(C2=C1)C1=CC=C(C=C1)Cl)NC1=CC=C(C=C1)Cl 3-((2-aminoethyl)imino)-N,5-bis(4-chlorophenyl)-3,5-dihydrophenazin-2-amine hydrochloride